C[Si](C)(C)OO[Si](C)(C)C Bis(Trimethylsilyl) Peroxide